2-(4-Bromo-2-fluorophenyl)-4-(trifluoromethyl)-1H-imidazole BrC1=CC(=C(C=C1)C=1NC=C(N1)C(F)(F)F)F